(S)-quinuclidin-3-yl (5-(3-chloro-4-methoxyphenyl)-2,2-dimethyl-2,3-dihydro-1H-inden-1-yl)carbamate ClC=1C=C(C=CC1OC)C=1C=C2CC(C(C2=CC1)NC(O[C@@H]1CN2CCC1CC2)=O)(C)C